CC1=C(C=C(OC[C@@H]2N(CC2)C(=O)OC(C)(C)C)C=C1)C(NC1(CC1)C1=CC=CC2=CC=CC=C12)=O (R)-tert-Butyl 2-((4-methyl-3-((1-(naphthalen-1-yl)cyclopropyl)carbamoyl) phenoxy)methyl)azetidine-1-carboxylate